C(C)(C)(C)C=1C=C(C=C(C1O)C(C)(C)C)CCC(=O)OCC(COC(CCC1=CC(=C(C(=C1)C(C)(C)C)O)C(C)(C)C)=O)(COC(CCC1=CC(=C(C(=C1)C(C)(C)C)O)C(C)(C)C)=O)COC(CCC1=CC(=C(C(=C1)C(C)(C)C)O)C(C)(C)C)=O pentaerythritol tetrakis[beta-(3,5-di-tertiary-butyl-4-hydroxyphenyl) propionate]